FC1=C2C(NC(C2=CC=C1NC1=NC=C(C(=N1)N[C@H](CO)C1=CC=CC=C1)C=1OC=NN1)=O)(C)C (S)-4-fluoro-5-((4-((2-hydroxy-1-phenylethyl)amino)-5-(1,3,4-oxadiazol-2-yl)pyrimidin-2-yl)amino)-3,3-dimethylisoindol-1-one